4-(9-((2-(2,6-dioxopiperidin-3-yl)-1-oxoisoindolin-4-yl)thio)nonyl)piperazin O=C1NC(CCC1N1C(C2=CC=CC(=C2C1)SCCCCCCCCCN1CCNCC1)=O)=O